N1(C=NC=C1)C1=NC(=CC(=N1)C(=O)NC1CCC(CC1)OCCOC)C(F)(F)F 2-(1H-imidazol-1-yl)-N-((1r,4r)-4-(2-methoxyethoxy)cyclohexyl)-6-(trifluoromethyl)pyrimidine-4-carboxamide